hydroxy(5-(1-(methoxyimino)ethyl)-1,3-dimethyl-2,4,6-trioxohexahydropyrimidin-5-yl)carbamic acid methyl ester COC(N(C1(C(N(C(N(C1=O)C)=O)C)=O)C(C)=NOC)O)=O